C(C)(C)(C)C=1N=C(C2=C(N1)NN=N2)N2C[C@H](CC2)OC(C(F)(F)F)=O trifluoro-acetic acid (S)-1-(5-tert-butyl-3H-[1,2,3]triazolo[4,5-d]pyrimidin-7-yl)-pyrrolidin-3-ylester